P(=O)(OP(=O)(O)O)(O)[O-] phosphono hydrogen phosphate